C(C)(C)(C)C1NCC12CN(C2)C2=CC(=NC(=C2)C)C tert-butyl-6-(2,6-dimethylpyridin-4-yl)-2,6-diazaspiro[3.3]heptane